C(C=1C(O)=CC=CC1)C(CCN(C)CCC(CC=1C(O)=CC=CC1)=N)=N bis(salicyl-γ-iminopropyl)methylamine